COC1=C(NCC#C)C=CC(=C1)S(=O)(=O)N1CCN(CC1)C 2-methoxy-4-((4-methylpiperazin-1-yl)sulfonyl)-N-(prop-2-yn-1-yl)aniline